CC1CCC(=NC1)C=1C=C2C3(C(NC2=CC1)=O)CCC3 5'-(5-methyl-3,4,5,6-tetrahydropyridin-2-yl)spiro[cyclobutane-1,3'-indolin]-2'-one